methyl 2-[(4-{5-[(4-chloro-2-fluorophenyl)methoxy]-1H-pyrazol-1-yl}piperidin-1-yl)methyl]-1-[(1-ethyl-1H-imidazol-5-yl)methyl]-1H-benzimidazole-6-carboxylate ClC1=CC(=C(C=C1)COC1=CC=NN1C1CCN(CC1)CC1=NC2=C(N1CC1=CN=CN1CC)C=C(C=C2)C(=O)OC)F